C(CC)(=O)O[C@@H]1[C@H](O[C@H]([C@@H]([C@H]1OC(CC)=O)OC(CC)=O)OC(CC)=O)C(=O)OCC1=CC=CC=C1 benzyl (2S,3S,4S,5R,6S)-3,4,5,6-tetra(propanoyloxy)tetrahydropyran-2-carboxylate